ClC=1C2=C(N=CN1)N(C=C2C(F)F)[C@H]2C([C@@]1([C@H](O2)C(CC1)=C)O)O (2r,3as,6ar)-2-(4-chloro-5-(difluoromethyl)-7H-pyrrolo[2,3-d]pyrimidin-7-yl)-6-methylenehexahydro-2H-cyclopenta[b]furan-3,3a-diol